C(CCCCCCC)NC=1C(C2=CC=CC=C2C(C1)=O)=O 2-n-octylamino-1,4-naphthoquinone